CC(C)(C)OC(=O)N[C@H](CC1=CC(=C(C=C1F)F)F)CC(=O)O boc-(R)-3-amino-4-(2,4,5-trifluorophenyl)butanoic acid